N-[4-(3-fluorophenyl)-7-methoxy-1H-1,3-benzodiazol-2-yl]-4-hydroxy-4-methylpiperidine-1-carboxamide FC=1C=C(C=CC1)C1=CC=C(C=2NC(=NC21)NC(=O)N2CCC(CC2)(C)O)OC